ClC1=NN(C=C1NC=1SC=C(N1)C1=CC=C(C=C1)N1C(NCC1)=O)CCOCC 1-(4-{2-[3-Chloro-1-(2-ethoxy-ethyl)-1H-pyrazol-4-ylamino]-thiazol-4-yl}-phenyl)-imidazolidin-2-one